N1-(5-(4-chlorophenyl)-1H-pyrazol-3-yl)-N4-phenylbenzene-1,4-diamine ClC1=CC=C(C=C1)C1=CC(=NN1)NC1=CC=C(C=C1)NC1=CC=CC=C1